CSC1CC(N(C1)C(CNC(C1=CC=C(C=C1)OC1=CC=CC=C1)=O)=O)C(=O)N 4-(methylsulfanyl)-1-((4-phenoxybenzoyl)glycyl)pyrrolidine-2-carboxamide